BrC=1C=C(C=NC(C(=O)OC)C(C)C)C=CC1 methyl 2-(3-bromobenzylideneamino)-3-methylbutanoate